1-tert-butyl 2-methyl (2S,4S)-4-[(5-chloro-3-{3-oxabicyclo[4.1.0]heptan-6-yl}pyridin-2-yl)oxy]pyrrolidine-1,2-dicarboxylate ClC=1C=C(C(=NC1)O[C@H]1C[C@H](N(C1)C(=O)OC(C)(C)C)C(=O)OC)C12CCOCC2C1